CS(=O)(=O)C1=C(C(=O)Cl)C=CC(=C1)C(F)(F)F 2-(methylsulfonyl)-4-(trifluoromethyl)benzoyl chloride